(5-(trifluoromethyl)pyridin-2-yl)oxazol-2-amine FC(C=1C=CC(=NC1)C=1N=C(OC1)N)(F)F